(R)-3-(((R)-3-(3,3-difluorobutyl)-5-(4-fluorophenyl)-2-methyl-1,1-dioxido-7-(trifluoromethyl)-2,3,4,5-tetrahydrobenzo[f][1,2,5]thiadiazepin-8-yl)oxy)-2-methylpropanoic acid FC(CC[C@H]1N(S(C2=C(N(C1)C1=CC=C(C=C1)F)C=C(C(=C2)OC[C@H](C(=O)O)C)C(F)(F)F)(=O)=O)C)(C)F